C(C)(=O)C=1C=C(C=CC1)NC(=O)NC=1C(=C2C(N(C=NC2=CC1)CCOC)=O)C=1C=NC=CC1 1-(3-acetylphenyl)-3-(3-(2-methoxyethyl)-4-oxo-5-(pyridin-3-yl)-3,4-dihydroquinazolin-6-yl)urea